tert-Butyl (2S,4R)-2-[(6-bromo-3-methylpyridin-2-yl)carbamoyl]-4-fluoro-4-methylpyrrolidine-1-carboxylate BrC1=CC=C(C(=N1)NC(=O)[C@H]1N(C[C@](C1)(C)F)C(=O)OC(C)(C)C)C